C(C\C=C/CCCCCCCC=C)#N (3Z)-tridec-3,12-dienenitrile